1,3-dimethyl-5-fluoropyrazol-4-ylcarboxamide CN1N=C(C(=C1F)C(=O)N)C